2-(4-methylphenyl)-1-(4-{[1,2,4]triazolo[4,3-b]pyridazin-6-yl}piperazin-1-yl)ethan-1-one CC1=CC=C(C=C1)CC(=O)N1CCN(CC1)C=1C=CC=2N(N1)C=NN2